FC=1C=C(OC2=CC=C(C=C2)NC(OCC=2C(=C3C(N(CC3=CC2)C2C(NC(CC2)=O)=O)=O)OC(F)F)=O)C=CC1F [4-(difluoromethoxy)-2-(2,6-dioxopiperidin-3-yl)-3-oxo-2,3-dihydro-1H-isoindol-5-yl]methyl N-[4-(3,4-difluorophenoxy)phenyl]carbamate